FC(C(C(C(O)(F)F)(F)F)(F)F)CCCCC Heptafluorononanol